Cl.C(C)(C)(C)N[C@@H](CSC(C1=CC=CC=C1)(C1=CC=CC=C1)C1=CC=CC=C1)C(=O)O tert-butyl-S-trityl-L-cysteine hydrochloride